tert-butyl 10-[[4-(dimethylcarbamoyl)-1-oxo-3H-isoindol-2-yl]methyl]-10-hydroxy-7-azaspiro[4.5]decane-7-carboxylate CN(C(=O)C1=C2CN(C(C2=CC=C1)=O)CC1(CCN(CC12CCCC2)C(=O)OC(C)(C)C)O)C